tert-butyl 3-[[4-([[4-hydroxy-2-(pyrazol-1-yl)phenyl]methyl]amino)-8-isopropylpyrazolo[1,5-a][1,3,5]triazin-2-yl]oxy]piperidine-1-carboxylate OC1=CC(=C(C=C1)CNC1=NC(=NC=2N1N=CC2C(C)C)OC2CN(CCC2)C(=O)OC(C)(C)C)N2N=CC=C2